FC1CN(CCC1)C (cis)-3-fluoro-1-methylpiperidin